N-(3-fluoro-4-((1-isopropyl-2-oxo-2,3-dihydro-1H-imidazo[4,5-b]pyridin-7-yl)oxy)phenyl)-5-Methyl-1-phenyl-1H-1,2,3-triazole-4-carboxamide FC=1C=C(C=CC1OC1=C2C(=NC=C1)NC(N2C(C)C)=O)NC(=O)C=2N=NN(C2C)C2=CC=CC=C2